N-[(1S,2R)-2-hydroxy-2,3-dihydro-1H-inden-1-yl]propionamide O[C@H]1[C@H](C2=CC=CC=C2C1)NC(CC)=O